isopropyl cis-3-((methylsulfonyl)amino)-2-(pyridin-3-ylmethyl)piperidine-1-carboxylate CS(=O)(=O)N[C@@H]1[C@@H](N(CCC1)C(=O)OC(C)C)CC=1C=NC=CC1